CCCCC/C=C\C/C=C\C/C=C\C/C=C\CCCCCC(=O)O[C@H](COC(=O)CCC/C=C\C/C=C\C/C=C\C/C=C\CCCCC)COP(=O)(O)OC[C@H](CO)O 1-(5Z,8Z,11Z,14Z-eicosatetraenoyl)-2-(7Z,10Z,13Z,16Z-docosatetraenoyl)-glycero-3-phospho-(1'-sn-glycerol)